2-(3-methylsulfonylpropyl)pyrazole-3-carboxylic acid CS(=O)(=O)CCCN1N=CC=C1C(=O)O